1-(2,2-dimethyl-7-nitro-2,3-dihydrobenzofuran-4-yl)-N,N-dimethylpiperidin-4-amine CC1(OC2=C(C1)C(=CC=C2[N+](=O)[O-])N2CCC(CC2)N(C)C)C